trans-2-((6-(5-chloro-3-(((((R)-4,4-difluoropentan-2-yl)oxy)carbonyl)amino)thiophen-2-yl)-2-methylpyridin-3-yl)ethynyl)cyclobutane-1-carboxylic acid ClC1=CC(=C(S1)C1=CC=C(C(=N1)C)C#C[C@H]1[C@@H](CC1)C(=O)O)NC(=O)O[C@H](C)CC(C)(F)F